(E)-1-(2-fluorophenyl)-3-(4-(3-oxo-3-(6-oxo-3,6-dihydropyridin-1(2H)-yl)prop-1-en-1-yl)phenyl)urea FC1=C(C=CC=C1)NC(=O)NC1=CC=C(C=C1)\C=C\C(N1CCC=CC1=O)=O